NC1=NC=2C3=C(C(CC2C=N1)(C)C)C(=NN3)C(=O)NC=3SC=C(N3)C3(CC3)C(=O)O 1-(2-{[(8-amino-4,4-dimethyl-4,5-dihydro-1H-pyrazolo[4,3-H]quinazolin-3-yl)carbonyl]amino}-1,3-thiazol-4-yl)cyclopropanecarboxylic acid